4-(4-chloro-2,3-difluorophenyl)-1H-1,2,3-triazol ClC1=C(C(=C(C=C1)C=1N=NNC1)F)F